Methyl 1-(4-methoxyphenyl)-7-oxo-6-(4-(2-oxopiperidin-1-yl) phenyl)-4,5,6,7-tetrahydro-1H-pyrazolo[3,4-c]pyridine-3-carboxylate COC1=CC=C(C=C1)N1N=C(C2=C1C(N(CC2)C2=CC=C(C=C2)N2C(CCCC2)=O)=O)C(=O)OC